(2R)-3-[(1R,3R)-6-fluoro-1-[5-fluoro-2-[2-[3-fluoropropyl-(methyl)amino]ethoxy]-3-methyl-4-pyridinyl]-3-methyl-1,3,4,9-tetrahydropyrido[3,4-b]indol-2-yl]-2-methyl-propionic acid FC=1C=C2C3=C(NC2=CC1)[C@H](N([C@@H](C3)C)C[C@H](C(=O)O)C)C3=C(C(=NC=C3F)OCCN(C)CCCF)C